OC1=CC=C(C=C1)C1CCN(CC1)C(=O)OC(C)(C)C tert-butyl 4-(4-hydroxyphenyl)piperidine-1-carboxylate